CCCC(CCCCC=CCC)C(=O)O Dodec-9-ene-4-carboxylic acid